C(C)(C)(C)OC(=O)N1[C@@H]([C@H](CC1)CNC(=O)C1=NN(C=N1)C1=CC(=CC=C1)C#N)C (2r,3r)-3-((1-(3-cyanophenyl)-1H-1,2,4-triazole-3-carboxamido)methyl)-2-methylpyrrolidine-1-carboxylic acid tert-butyl ester